tetraisopropyl-tetramethylethylenediamine C(C)(C)C(C(N(C)C)(C(C)C)C(C)C)(N(C)C)C(C)C